(-)-7-Fluoro-4-((2-(3-hydroxy-3-methyl-2-oxoindolin-1-yl)pyridin-4-yl)methyl)phthalazin-1(2H)-one FC1=CC=C2C(=NNC(C2=C1)=O)CC1=CC(=NC=C1)N1C(C(C2=CC=CC=C12)(C)O)=O